C12(C(=CC3=CC=CC=C13)C=1C=NN(C1)C)CCC1(CC2)OCCO1 4-(dispiro[[1,3]dioxolane-2,1'-cyclohexane-4',1''-indene]-2''-yl)-1-methyl-1H-pyrazole